C(#N)C1=C(N(C=N1)CC)C(=O)OC methyl 5-cyano-3-ethylimidazole-4-carboxylate